(4aR,8aS)-6-(3-(R or S)-(1-(2-chloro-4-(trifluoromethyl)phenoxy)ethyl)azetidine-1-carbonyl)hexahydro-2H-pyrido[4,3-b][1,4]oxazin-3(4H)-one ClC1=C(O[C@H](C)C2CN(C2)C(=O)N2C[C@@H]3[C@@H](OCC(N3)=O)CC2)C=CC(=C1)C(F)(F)F |o1:4|